7-Bromoisoquinoline 2-oxide BrC1=CC=C2C=C[N+](=CC2=C1)[O-]